4-t-butyl 3-methyl (1S,2R,3S,6R,7S,9R)-9-fluoro-4-azatricyclo[5.2.1.0^{2,6}]decane-3,4-dicarboxylate F[C@@H]1C[C@H]2[C@H]3CN([C@@H]([C@H]3[C@@H]1C2)C(=O)OC)C(=O)OC(C)(C)C